5-{2-[(tert-butoxycarbonyl)amino]pyrimidin-4-yl(4-[2-fluoro-3-(propane-1-sulfonamido)phenyl]-1,3-thiazol-2-yl)phenyl}piperazine-1-carboxylate C(C)(C)(C)OC(=O)NC1=NC=CC(=N1)C=1C(=C(C=CC1)C1NCCN(C1)C(=O)[O-])C=1SC=C(N1)C1=C(C(=CC=C1)NS(=O)(=O)CCC)F